3-(2H-1,3-benzodioxol-5-yl)-1-phenyl-1H-pyrazolo[4,3-c]quinoline O1COC2=C1C=CC(=C2)C2=NN(C1=C2C=NC=2C=CC=CC12)C1=CC=CC=C1